methyl 4-(4-(2-((2S,3S)-1-methyl-5-oxo-2-(pyridin-3-yl)pyrrolidine-3-carboxamido)ethoxy)butoxy)butanoate CN1[C@@H]([C@H](CC1=O)C(=O)NCCOCCCCOCCCC(=O)OC)C=1C=NC=CC1